4-(4-methyl-1H-pyrazol-3-yl)-N-[(1R,3S)-3-([1,2,4]triazolo[4,3-a]pyridin-3-yl)cyclohexyl]-5-(trifluoromethyl)pyrimidin-2-amine CC=1C(=NNC1)C1=NC(=NC=C1C(F)(F)F)N[C@H]1C[C@H](CCC1)C1=NN=C2N1C=CC=C2